4-(2-cyano-3-ethyl-5-(2-methylprop-1-en-1-yl)phenyl)piperazine-1-carboxylic acid tert-butyl ester C(C)(C)(C)OC(=O)N1CCN(CC1)C1=C(C(=CC(=C1)C=C(C)C)CC)C#N